S1C=CC2=C1CNC2=O 5,6-DIHYDRO-4H-THIENO[2,3-C]PYRROL-4-ON